(4S,5R)-4-methyl-5-phenyl-2-Oxazolidinone C[C@@H]1NC(O[C@@H]1C1=CC=CC=C1)=O